triazolenon N1=NNC(C1)=O